ClC1=C(C=CC2=C3N(N=C12)CCN(C3)C(COC)=O)Cl 1-(7,8-dichloro-3,4-dihydropyrazino[1,2-b]indazol-2(1H)-yl)-2-methoxyethan-1-one